ClC=1C=C(COC2=CC(=C(C(=O)O)C=C2)OC)C=CC1 4-((3-Chlorobenzyl)oxy)-2-methoxybenzoic acid